Ethyl 5-(4-ethenyl-2-fluorophenyl)-1-(1-methylpiperidin-4-yl)pyrazole-4-carboxylate C(=C)C1=CC(=C(C=C1)C1=C(C=NN1C1CCN(CC1)C)C(=O)OCC)F